N2-(7-bromo-1,3-benzodioxol-5-yl)-N4,6-dimethyl-pyrimidine-2,4-diamine BrC1=CC(=CC2=C1OCO2)NC2=NC(=CC(=N2)NC)C